2-[4-(chloromethyl)phenyl]-3-methylpyridine ClCC1=CC=C(C=C1)C1=NC=CC=C1C